3-(5'-fluoro-4-(3-(piperidine-1-carbonyl)pyrazolo[1,5-a]pyridin-7-yl)-[2,3'-bipyridin]-6-yl)oxazolidin-2-one FC=1C=C(C=NC1)C1=NC(=CC(=C1)C1=CC=CC=2N1N=CC2C(=O)N2CCCCC2)N2C(OCC2)=O